NC=1C2=C(N=CN1)N(C(=C2C2=CC(=C(C=C2)OC)OC)C#CC2CN(C2)[C@H]2[C@H](CN(CC2)C(C=C)=O)O)C 1-((3S,4R)-4-(3-((4-amino-5-(3,4-dimethoxyphenyl)-7-methyl-7H-pyrrolo[2,3-d]pyrimidin-6-yl)ethynyl)azetidin-1-yl)-3-hydroxypiperidin-1-yl)prop-2-en-1-one